(2-((4s,5s)-5-benzyl-2,2-dimethyl-1,3-dioxolan-4-yl)ethoxy)(t-butyl)dimethylsilane C(C1=CC=CC=C1)[C@H]1[C@@H](OC(O1)(C)C)CCO[Si](C)(C)C(C)(C)C